methyl 5-(1-(adamantan-1-ylmethyl)-5-methyl-1H-pyrazol-4-yl)-1-(5-fluoro-6-(pyridin-2-ylamino) pyridin-3-yl)-1H-pyrrolo[2,3-b]pyridine-4-carboxylate C12(CC3CC(CC(C1)C3)C2)CN2N=CC(=C2C)C2=C(C3=C(N=C2)N(C=C3)C=3C=NC(=C(C3)F)NC3=NC=CC=C3)C(=O)OC